FC(S(=O)(=O)C=1C=C(C=CC1)NC(=O)[C@@H]1[C@@H]([C@H]2C=C[C@@H]1C2)NC(OC(C)(C)C)=O)(F)F tert-Butyl ((1R,2R,3S,4S)-3-((3-((trifluoromethyl)sulfonyl)phenyl)carbamoyl)bicyclo[2.2.1]hept-5-en-2-yl)carbamate